N-[[4-(azetidin-3-yloxy)-1-piperidyl]sulfonyl]-5-chloro-4-(cyclopentyl-methoxy)-2-fluoro-benzamide N1CC(C1)OC1CCN(CC1)S(=O)(=O)NC(C1=C(C=C(C(=C1)Cl)OCC1CCCC1)F)=O